ClC=1N=C(SC1Cl)C(C#N)(C)C=1C=NN(C1)C 2-(4,5-dichloro-thiazol-2-yl)-2-(1-methylpyrazol-4-yl)propionitrile